N-[3-[5-chloro-2-(difluoromethoxy)phenyl]-1-[[2-(4-piperidyl)tetrazol-5-yl]methyl]pyrazol-4-yl]pyrazolo[1,5-a]pyrimidine-3-carboxamide ClC=1C=CC(=C(C1)C1=NN(C=C1NC(=O)C=1C=NN2C1N=CC=C2)CC=2N=NN(N2)C2CCNCC2)OC(F)F